1-((2-chloropyridin-5-yl)methyl)-7-methyl-8-nitro-2,3-dihydro-imidazo[1,2-a]pyridin-5(1H)-one ClC1=NC=C(C=C1)CN1CCN2C1=C(C(=CC2=O)C)[N+](=O)[O-]